1-[3-(benzyloxy)-4-phenoxyphenyl]-3-methyl-1,3,5-triazinane-2,4,6-trione C(C1=CC=CC=C1)OC=1C=C(C=CC1OC1=CC=CC=C1)N1C(N(C(NC1=O)=O)C)=O